FC1=NC(=CC(=C1)N1C(C2=C(N=C(N=C2)C=2N=CSC2)CC1)C)OCC1COCC1 4-[6-[2-fluoro-6-(tetrahydrofuran-3-ylmethoxy)-4-pyridyl]-5-methyl-7,8-dihydro-5H-pyrido[4,3-d]pyrimidin-2-yl]thiazole